N-((3s,4r)-4-hydroxypiperidin-3-yl)-2-(4-isopropyl-1-oxo-6-(trifluoromethyl)phthalazin-2(1H)-yl)acetamide O[C@H]1[C@H](CNCC1)NC(CN1C(C2=CC=C(C=C2C(=N1)C(C)C)C(F)(F)F)=O)=O